[Zn+2].FC1=C(C(=C(C(=C1F)F)F)F)C=1C2=CC=C(N2)C(=C2C=CC(C(=C3C=CC(=C(C=4C=CC1N4)C4=C(C(=C(C(=C4F)F)F)F)F)N3)C3=C(C(=C(C(=C3F)F)F)F)F)=N2)C2=C(C(=C(C(=C2F)F)F)F)F 5,10,15,20-tetrakis(2,3,4,5,6-pentafluorophenyl)porphyrin zinc (II)